OC=1C(=NN(C1C=1OC=C(N1)N1N=C(C=2C1=CN=C(C2)C)C(=O)N)CCC=2C=NC=CC2)C 1-(2-(4-hydroxy-3-methyl-1-(2-(pyridin-3-yl)ethyl)-1H-pyrazol-5-yl)oxazol-4-yl)-5-methyl-1H-pyrazolo[3,4-c]pyridine-3-carboxamide